1,3-bis(6-cyclohexyloxyhexyl)imidazolium tert-Butyl-(2R,5S)-2,5-dimethyl-4-(1-tosyl-3-vinyl-1H-pyrrolo[3,2-c]pyridin-4-yl)piperazine-1-carboxylate C(C)(C)(C)OC(=O)N1[C@@H](CN([C@H](C1)C)C1=NC=CC2=C1C(=CN2S(=O)(=O)C2=CC=C(C)C=C2)C=C)C.C2(CCCCC2)OCCCCCCN2C=[N+](C=C2)CCCCCCOC2CCCCC2